1,2,3-benzenetriol triacrylate C(C=C)(=O)OC1=C(C(=CC=C1)OC(C=C)=O)OC(C=C)=O